C=C1CN2C(OC1)=CC=N2 6-methylene-5h,6h,7h-pyrazolo[3,2-b][1,3]oxazine